ClC1=NC(=C2N(C=NC2=N1)CC(=O)NC=1C=C(C=CC1)C)Cl 2-(2,6-dichloro-7H-purin-7-yl)-N-(m-tolyl)acetamide